7-iodo-3-[1-(phenylacetyl)-2,3-dihydro-1H-indol-5-yl]thieno[3,2-c]pyridin-4-amine IC=1C2=C(C(=NC1)N)C(=CS2)C=2C=C1CCN(C1=CC2)C(CC2=CC=CC=C2)=O